FC=1C=C(C=CC1B1OC(C(O1)(C)C)(C)C)N1C[C@](CC1)(C(=O)N)C (S)-1-[3-Fluoro-4-(tetramethyl-1,3,2-dioxaborolan-2-yl)phenyl]-3-methylpyrrolidine-3-carboxamide